cyclopropyl-(piperazin-1-yl) methyl ketone hydrochloride Cl.CC(=O)N1C(CNCC1)C1CC1